FC(C1=CC=CC(=N1)C=1OC2=C(C=C(C=C2C(C1C)=O)C)[C@@H](C)NC1=C(C(=O)O)C=CC=C1)F 2-[[(1R)-1-[2-[6-(Difluoromethyl)-2-pyridyl]-3,6-dimethyl-4-oxo-chromen-8-yl]ethyl]amino]benzoic acid